CN1N=C(C(=C1)C1=CC=C(N=N1)OCC1C[C@@H]2[C@@H](CN(C2)CC2COCCC2)C1)C (3aR,6aS)-5-[[6-(1,3-dimethylpyrazol-4-yl)pyridazin-3-yl]oxy-methyl]-2-(tetrahydro-pyran-3-ylmethyl)-3,3a,4,5,6,6a-hexa-hydro-1H-cyclopenta[c]pyrrole